2-(thiomorpholinothio)benzo[d]thiazole S1CCN(CC1)SC=1SC2=C(N1)C=CC=C2